NC=1C(=NC=C(N1)N1CCC2([C@@H]([C@@H](OC2)C)N)CC1)SC1=C(C=C(C=C1)P(C)(C)=O)Cl (4-((3-amino-5-((3S,4S)-4-amino-3-methyl-2-oxa-8-azaspiro[4.5]decan-8-yl)pyrazin-2-yl)thio)-3-chlorophenyl)dimethylphosphine oxide